(S)-2-(5-(3-((2-Chloro-5-(1,4-dimethyl-1H-pyrazol-3-yl)pyridin-4-yl)amino)butoxy)-1-methyl-1H-pyrazol-4-yl)pyrimidin-4-amine ClC1=NC=C(C(=C1)N[C@H](CCOC1=C(C=NN1C)C1=NC=CC(=N1)N)C)C1=NN(C=C1C)C